2,6-di-tert-butyl-4-(4,6-bis(octylthio)-1,3,5-triazin-2-yl-amino)phenol C(C)(C)(C)C1=C(C(=CC(=C1)NC1=NC(=NC(=N1)SCCCCCCCC)SCCCCCCCC)C(C)(C)C)O